tert-butyl 4-[3-[(2-methyl-4-pyridyl)amino]-4-nitro-phenyl]piperazine-1-carboxylate CC1=NC=CC(=C1)NC=1C=C(C=CC1[N+](=O)[O-])N1CCN(CC1)C(=O)OC(C)(C)C